1-(3-(6-(dimethylamino)-3-(4-(trifluoromethyl)phenyl)-1H-pyrazolo[3,4-b]pyridin-1-yl)azetidin-1-yl)propan-2-en-1-one carbon nitrogen zinc iron [Fe].[Zn].[N].[C].CN(C1=CC=C2C(=N1)N(N=C2C2=CC=C(C=C2)C(F)(F)F)C2CN(C2)C(C=C)=O)C